4-amino-1-boc-piperidine NC1CCN(CC1)C(=O)OC(C)(C)C